ethyl 2-tetrahydropyran-4-yl-5-[[6-(trifluoromethyl)pyridine-2-carbonyl]amino]pyrazolo[1,5-a]pyridine-6-carboxylate O1CCC(CC1)C1=NN2C(C=C(C(=C2)C(=O)OCC)NC(=O)C2=NC(=CC=C2)C(F)(F)F)=C1